COC1=CC=C(CN(C(CCC(=O)O)=O)C2=CC(=C(C(=C2)OC)OC)OC)C=C1 4-((4-methoxybenzyl)(3,4,5-trimethoxyphenyl)amino)-4-oxobutanoic acid